7-[(4-bromophenyl)methyl]-1,3-dimethyl-2,3,6,7-tetrahydro-1H-purine-2,6-dione BrC1=CC=C(C=C1)CN1C=NC=2N(C(N(C(C12)=O)C)=O)C